Cl.FC1=CC2=C(C(=NO2)C2=CC=NC=C2)C=C1 6-fluoro-3-(4-pyridyl)-1,2-benzisoxazole hydrochloride